1,2-dihydroxyl-3-propyl-sodium OCC(C[Na])O